C1=CC=CC=2C3=CC=CC=C3C(=CC12)C(=O)OCS\C(=C(\C)/N(C=O)CC=1C(=NC(=NC1)C)N)\CCO (Z)-((2-(N-((4-amino-2-methylpyrimidin-5-yl)methyl)formamido)-5-hydroxypent-2-en-3-yl)thio)methyl phenanthrene-9-carboxylate